3-(6-methyl-5-nitropyridin-3-yl)urea CC1=C(C=C(C=N1)NC(N)=O)[N+](=O)[O-]